4-(4-((4-((2,6-dioxopiperidin-3-yl)amino)benzyl)(methyl)amino)piperidin-1-yl)-N-(4-methyl-3-((4-(pyridin-3-yl)pyrimidin-2-yl)amino)phenyl)benzamide O=C1NC(CCC1NC1=CC=C(CN(C2CCN(CC2)C2=CC=C(C(=O)NC3=CC(=C(C=C3)C)NC3=NC=CC(=N3)C=3C=NC=CC3)C=C2)C)C=C1)=O